CN(CCCCC(=O)NCC=1C=CC=2NC3=CC(=CC=C3OC2C1)C(F)(F)F)C 5-(Dimethylamino)-N-((8-(trifluoromethyl)-10H-phenoxazin-3-yl)methyl)pentanamide